OCCN1CC1 1-(2-hydroxyethyl)aziridine